Formic acid, methyl ester C(=O)OC